N-(5-Fluoro-4-(3-isopropyl-2-methyl-3H-thieno[2,3-d]imidazol-5-yl)pyrimidin-2-yl)pyridazin-3-amine FC=1C(=NC(=NC1)NC=1N=NC=CC1)C1=CC2=C(N(C(=N2)C)C(C)C)S1